N-(4-(5-methyl-1,3,4,5-tetrahydro-2H-pyrido[4,3-b]indol-2-yl)butyl)-1H-indole-2-carboxamide CN1C2=C(C=3C=CC=CC13)CN(CC2)CCCCNC(=O)C=2NC1=CC=CC=C1C2